N[C@@](C(C(C(NC(=O)N)([2H])[2H])([2H])[2H])([2H])[2H])(C(=O)O)[2H] L-Citrulline-2,3,3,4,4,5,5-d7